O[C@H]1C[C@H](N(C1)C(=O)OC(C)(C)C)C(NCC1=CC=C(C=C1)C1=C(N=CS1)C)=O tert-butyl (2S,4S)-4-hydroxy-2-((4-(4-methylthiazol-5-yl)benzyl)carbamoyl)pyrrolidine-1-carboxylate